FC(C)(F)C1=NC=CC(=C1)CN 1-[2-(1,1-Difluoroethyl)pyridin-4-yl]methylamine